2-((3,4-difluoro-2-methylphenyl)-amino)-N-(6-methoxy-2-methylpyridin-3-yl)-5-(trifluoromethyl)-nicotinamide FC=1C(=C(C=CC1F)NC1=C(C(=O)NC=2C(=NC(=CC2)OC)C)C=C(C=N1)C(F)(F)F)C